Benzyl 2-(1-methyl-1H-imidazol-2-yl)azetidine-1-carboxylate CN1C(=NC=C1)C1N(CC1)C(=O)OCC1=CC=CC=C1